dipotassium 4,4'-(methylazanediyl)dibutyrate Diethyl-4,4'-(methylazanediyl)dibutyrate C(C)OC(CCCN(CCCC(=O)OCC)C)=O.CN(CCCC(=O)[O-])CCCC(=O)[O-].[K+].[K+]